FC=1C=C(OC2=CC(=C(C=C2)NC(OCC=2C(=C3C(N(CC3=CC2)C2C(NC(CC2)=O)=O)=O)OC)=O)C)C=CC1 [2-(2,6-dioxopiperidin-3-yl)-4-methoxy-3-oxo-2,3-dihydro-1H-isoindol-5-yl]methyl N-[4-(3-fluorophenoxy)-2-methylphenyl]carbamate